ClC1=NC(=NC(=C1)C1=CC=CC=C1)SC 4-chloro-2-methylsulfanyl-6-phenyl-pyrimidine